(S)-tert-butyl (1-(4-((3-bromo-5-(morpholine-4-carbonyl)phenyl)amino)-5-carbamoylpyrimidin-2-yl)piperidin-3-yl)carbamate BrC=1C=C(C=C(C1)C(=O)N1CCOCC1)NC1=NC(=NC=C1C(N)=O)N1C[C@H](CCC1)NC(OC(C)(C)C)=O